4,4-dimethyl-4H-isoquinoline-1,3-dione CC1(C(NC(C2=CC=CC=C12)=O)=O)C